[(3R,6S)-6-[5-[1-(2,6-dioxo-3-piperidyl)-3-methyl-2-oxo-benzimidazol-5-yl] pentylcarbamoyl]tetrahydropyran-3-yl]carbamate O=C1NC(CCC1N1C(N(C2=C1C=CC(=C2)CCCCCNC(=O)[C@@H]2CC[C@H](CO2)NC([O-])=O)C)=O)=O